C1(CC1)C(=O)NC=1SC2=C(N1)C=CC(=C2)C=2C=C1C(=NC(=NC1=CC2)C)C(=O)N[C@@H](C(C)C)C2=CC=CC=C2 (S)-6-(2-(cyclopropanecarboxamido)benzo[d]thiazol-6-yl)-2-methyl-N-(2-methyl-1-phenylpropyl)quinazoline-4-carboxamide